tert-butyl (R)-3-((4-(1,3,2-dithiarsolan-2-yl)phenyl)(benzyl)carbamoyl)pyrrolidine-1-carboxylate S1[As](SCC1)C1=CC=C(C=C1)N(C(=O)[C@H]1CN(CC1)C(=O)OC(C)(C)C)CC1=CC=CC=C1